C(C)(=O)O.C1(CCCC1)CC(C=O)=NO 3-cyclopentylpropane-1,2-dione-2-oxime acetate